ClC=1C=C(C#N)C=C(C1)OC1=C(N=CN(C1=O)CC1=C(N=NC(=C1)C(C)(F)F)OC)C(F)(F)F 3-chloro-5-((1-((6-(1,1-difluoroethyl)-3-methoxypyridazin-4-yl)methyl)-6-oxo-4-(trifluoromethyl)-1,6-dihydropyrimidin-5-yl)oxy)benzonitrile